Ethylmethylphenylglycinat C(C)N(C(C1=CC=CC=C1)C(=O)[O-])C